10-(8-(decanoyloxy) octyl)-2-methyl-6-oxo-7-oxa-2,5,10-triazaoctadecan-18-yl decanoate C(CCCCCCCCC)(=O)OCCCCCCCCN(CCOC(NCCN(C)C)=O)CCCCCCCCOC(CCCCCCCCC)=O